COC1=C(C=CC(=C1)S(=O)(=O)C)NCC#CC1=C(C2=C(S1)C(=CC=C2)NC2C1CN(CC1C2)C(=O)[O-])CC(F)(F)F 6-((2-(3-((2-methoxy-4-(methylsulfonyl) phenyl) amino) prop-1-yn-1-yl)-3-(2,2,2-trifluoroethyl) benzo[b]thiophen-7-yl) amino)-3-azabicyclo[3.2.0]heptane-3-carboxylate